ClC1=NC=C(C=N1)C(=O)OC methyl 2-chloropyrimidine-5-carboxylate